(±)-α-terpineneacetic acid C(C1=CC=C(C(C)C)CC1)CC(=O)O